N1CC(C1)O[C@H]1[C@@H](CN(CC1)C(=O)OC(C)(C)C)F tert-butyl (3R,4R)-4-(azetidin-3-yloxy)-3-fluoro-piperidine-1-carboxylate